C(C)(C)(C)OC(=O)N1[C@@H](COCC1)C=1C=C(C=C2CCN(CC12)C(=O)OCC1=CC=CC=C1)C=1C=C2C(=NC1)NC=C2C (R)-3-(2-((benzyloxy)carbonyl)-6-(3-methyl-1H-pyrrolo[2,3-b]pyridin-5-yl)-1,2,3,4-Tetrahydroisoquinolin-8-yl)morpholine-4-carboxylic acid tert-butyl ester